C(C)N(C(=S)SSC(=S)N(C1=CC=CC=C1)CC)C1=CC=CC=C1 N,N'-diethyl-N,N'-diphenyl-thiuram disulfide